ClC1=C2C(OC(C2=C(C(=C1Cl)Cl)Cl)=O)(C1=C(N(C2=CC=CC=C12)CC)C)C1=C(C=C(C=C1)N(CC)CC)OCC 4,5,6,7-Tetrachloro-3-(4-diethylamino-2-ethoxyphenyl)-3-(1-ethyl-2-methyl-1H-indole-3-yl)-1(3H)-isoBenzofuranone